O1N=COCCC1 5,6-dihydro-1,4,2-dioxaazepin